ClC1=C(C=C(C=C1)Cl)[C@@H]1[C@H](C1)C(=O)OC(C)(C)C |r| rac-(1S*,2S*)-tert-butyl 2-(2,5-dichlorophenyl)cyclopropane-1-carboxylate